(R)-6-(2,6-difluoro-4-(7-((1-methoxypropan-2-yl)oxy)-2-methyl-2H-indazol-4-yl)benzyl)-6,7-dihydro-5H-pyrrolo[3,4-b]pyridin-5-one-7,7-d2 FC1=C(CN2C(C3=NC=CC=C3C2=O)([2H])[2H])C(=CC(=C1)C=1C2=CN(N=C2C(=CC1)O[C@@H](COC)C)C)F